FC1([C@H](C2=C(N(N=C2C(F)(F)F)CCS(=O)(=O)C)C1)O)F (4S)-5,5-difluoro-1-(2-methylsulfonylethyl)-3-(trifluoromethyl)-4,6-dihydrocyclopenta[c]pyrazol-4-ol